(S)-1-(2-((S)-3-(benzo[b]thiophen-4-ylamino)pyrrolidin-1-yl)acetyl)-4,4-difluoropyrrolidine-2-carbonitrile S1C2=C(C=C1)C(=CC=C2)N[C@@H]2CN(CC2)CC(=O)N2[C@@H](CC(C2)(F)F)C#N